6-(2,8-Dimethylimidazo[1,2-a]pyridin-6-yl)-N-methyl-N-(2,2,6,6-tetramethylpiperidin-4-yl)-1,3-benzothiazol-2-amin CC=1N=C2N(C=C(C=C2C)C2=CC3=C(N=C(S3)N(C3CC(NC(C3)(C)C)(C)C)C)C=C2)C1